4-cyano-N-[4-[1,5-di-tert-butyl-8-oxabicyclo[3.2.1]octa-2,6-dien-3-yl]-2-(4,4-dimethylcyclohexen-1-yl)phenyl]-1-(2-trimethylsilylethoxymethyl)imidazole-2-carboxamide C(#N)C=1N=C(N(C1)COCC[Si](C)(C)C)C(=O)NC1=C(C=C(C=C1)C1=CC2(C=CC(C1)(O2)C(C)(C)C)C(C)(C)C)C2=CCC(CC2)(C)C